3-(((benzoyl)oxy)(6-fluoropyridine-3-carbonyl)amino)benzamide C(C1=CC=CC=C1)(=O)ON(C=1C=C(C(=O)N)C=CC1)C(=O)C=1C=NC(=CC1)F